(quinolin-6-yl)quinazoline-4,6-diamine N1=CC=CC2=CC(=CC=C12)C1=NC2=CC=C(C=C2C(=N1)N)N